[2H]C(N1C(NC=C1)=O)([2H])[2H] 3-(trideuteromethyl)-1H-imidazol-2(3H)-one